1-methyl-6-oxopyridazin-4-ylboronic acid CN1N=CC(=CC1=O)B(O)O